ClC1=C(C=C2C=C(N=CC2=C1)NC(=O)[C@@H]1[C@@H]([C@H]1C=1C=NN(C1)C)CC)C1CCN(CC1)[C@@]1(COC[C@@H]1F)C (1R,2R,3R)-N-(7-chloro-6-(1-((3R,4R)-4-fluoro-3-methyltetrahydrofuran-3-yl)piperidin-4-yl)isoquinolin-3-yl)-2-ethyl-3-(1-methyl-1H-pyrazol-4-yl)cyclopropane-1-carboxamide